BrC=1C(=NC=C(C=O)C1)SC 5-Bromo-6-(methylthio)nicotinaldehyde